tetramethyl-10,15-dioxo-11,14-dioxa-2,9-diaza-heptadec-16-enoic acid 2-[(2-methyl-1-oxo-2-propen-1-yl) oxy]Ethyl ester CC(C(=O)OCCOC(N(C(C(CCCCNC(OCCOC(C=C)=O)=O)C)(C)C)C)=O)=C